N-[4-(trifluoromethoxy)phenyl]piperidine-1-carboxamide FC(OC1=CC=C(C=C1)NC(=O)N1CCCCC1)(F)F